ClC1=NC=C(C=N1)OC1=C(C=C(C=C1)[N+](=O)[O-])C 2-chloro-5-(2-methyl-4-nitrophenoxy)pyrimidine